ClC1=CC2=C(N(C(N=C2N2C[C@@H](NCC2)CC#N)=O)C=2C(=NC=CC2C)C(C)C)N=C1C1=C(C=CC=C1)F (S)-2-(4-(6-chloro-7-(2-fluorophenyl)-1-(2-isopropyl-4-methylpyridin-3-yl)-2-oxo-1,2-dihydropyrido[2,3-d]pyrimidin-4-yl)piperazin-2-yl)acetonitrile